2-(4-methylbenzyl)-2-(dimethylamino)-1-(4-morpholino-phenyl)-1-butanone CC1=CC=C(CC(C(=O)C2=CC=C(C=C2)N2CCOCC2)(CC)N(C)C)C=C1